CCCCCCCCCCCCCCCCCCCCCCCCCCCCCCCCCCCCCCCCCCCC The molecule is a long-chain alkane consisting of an unbranched chain of 44 carbon atoms. It has a role as a human metabolite.